C(C)OC=1C=C(C=2N(C1)N=CC2C#N)C=2C=NC(=CC2)N2CCC(CC2)(O)CC2=CC(=CC=C2)F 6-ethoxy-4-(6-(4-(3-fluorobenzyl)-4-hydroxypiperidin-1-yl)pyridin-3-yl)pyrazolo[1,5-a]pyridine-3-carbonitrile